[Br-].C1(=CC=C(C=C1)C)C para-xylene bromide